(1-(2-(4-(trifluoromethyl)phenyl)acetyl)piperidin-4-yl)imidazolidin-2-one tert-butyl-(1-(4-chloro-5-fluoro-1H-indol-7-yl)-3-oxobutan-2-yl)carbamate C(C)(C)(C)N(C(O)=O)C(CC=1C=C(C(=C2C=CNC12)Cl)F)C(C)=O.FC(C1=CC=C(C=C1)CC(=O)N1CCC(CC1)N1C(NCC1)=O)(F)F